(1-phenyl-1H-benzo[d]imidazol-2-yl)boronic acid C1(=CC=CC=C1)N1C(=NC2=C1C=CC=C2)B(O)O